C(C)(=O)N1CC2(C1)N(C(CN(C2=O)C2CCC(CC2)C#N)=O)CC2=CC=C(C=C2)C(F)(F)F (1s,4s)-4-(2-acetyl-6,9-dioxo-5-(4-(trifluoromethyl)benzyl)-2,5,8-triazaspiro[3.5]nonan-8-yl)cyclohexane-1-carbonitrile